ethyl (tert-butoxycarbonyl)cysteinate C(C)(C)(C)OC(=O)N[C@@H](CS)C(=O)OCC